3-[4-(5-bromo-4-methoxythiophen-3-yl)-1H-1,2,3-triazol-1-yl]piperidine-2,6-dione BrC1=C(C(=CS1)C=1N=NN(C1)C1C(NC(CC1)=O)=O)OC